CNC([C@H](C\C=C\C1=CCC(CC1)C(F)(F)F)NC([O-])=O)=O ((2S,E)-1-(methylamino)-1-oxo-5-(4-(trifluoromethyl)cyclohex-1-en-1-yl)pent-4-en-2-yl)carbamate